Trans-4-[8-amino-1-(4-{[4-(trifluoromethyl)pyridin-2-yl]carbamoyl}phenyl)imidazo[1,5-a]pyrazin-3-yl]-1,4-dimethylcyclohexanecarboxylic acid NC=1C=2N(C=CN1)C(=NC2C2=CC=C(C=C2)C(NC2=NC=CC(=C2)C(F)(F)F)=O)C2(CCC(CC2)(C(=O)O)C)C